[Fe+2].C(C=C)(=O)[O-].C(C=C)(=O)[O-] acrylic acid iron salt